CC1(CC=CC(C1)=O)C 5,5-dimethylcyclohex-2-en-1-one